N'-cyclohexyl-1,4-phenylenediamine C1(CCCCC1)NC1=CC=C(C=C1)N